C(C)OC(=O)C1=CC(=C(C=C1)C1=CCC=NC1)C(F)(F)F 5-(4-(ethoxycarbonyl)-2-(trifluoromethyl)phenyl)-3,6-dihydropyridine